lead-lead oxide lead [Pb].[Pb]=O.[Pb]